NCC(=O)N(C(=O)C)C(=O)C aminotriacetamide